1-acetyl-4-(3-(cyclopropylmethoxy)-4-(difluoromethoxy)phenyl)-N-(3-(hydroxymethyl)phenyl)pyrrolidine-2-carboxamide C(C)(=O)N1C(CC(C1)C1=CC(=C(C=C1)OC(F)F)OCC1CC1)C(=O)NC1=CC(=CC=C1)CO